(1R,2S,3R,5R)-3-(4-(methylamino)-7H-pyrrolo[2,3-d]pyrimidin-7-yl)-5-((2-(3-((3-phenoxyphenethyl)amino)propyl)-1H-imidazol-1-yl)methyl)cyclopentane-1,2-diol CNC=1C2=C(N=CN1)N(C=C2)[C@H]2[C@@H]([C@@H]([C@H](C2)CN2C(=NC=C2)CCCNCCC2=CC(=CC=C2)OC2=CC=CC=C2)O)O